FC1(CCN(CC1)C1=NC(=CC(=N1)NC(C1=C(C=CC=C1)N1CCC2(CC2)CC1)=O)C)F N-(2-(4,4-difluoropiperidin-1-yl)-6-methylpyrimidin-4-yl)-2-(6-azaspiro[2.5]oct-6-yl)benzamide